ClC=1C(=CC2=C(OC3=C2C=CC=C3C3=CC=CC=C3)C1)C=1C3=CC=CC=C3C(=C3C=CC=CC13)C1=CC=CC=C1 3-Chloro-6-phenyl-2-(10-phenylanthracen-9-yl)dibenzo[b,d]furan